2-{2-[(tert-butyldimethylsilyl)oxy]ethyl}-6-chloro-1H-indazol-3-one [Si](C)(C)(C(C)(C)C)OCCN1NC2=CC(=CC=C2C1=O)Cl